tributyl-(1,3-dioxolane-2-ylmethyl)phosphonium bromide [Br-].C(CCC)[P+](CC1OCCO1)(CCCC)CCCC